2,5-ditertiary-butyl-hydroquinone C(C)(C)(C)C1=C(O)C=C(C(=C1)O)C(C)(C)C